ClC1=CC=C(C=C1)NC(NC(NCCCCCCNC(NC(N)=N)=N)=N)=NC1=CC=C(C=C1)Cl N,N''-Bis(4-chlorophenyl)-3,12-diimino-2,4,11,13-tetraazatetradecandiimidamid